4-{[(cis)-3-hydroxycyclobutyl]sulfonyl}phenol O[C@H]1C[C@H](C1)S(=O)(=O)C1=CC=C(C=C1)O